2-(4-(4-methoxyphenyl)-1H-1,2,3-triazol-1-yl)acetamide COC1=CC=C(C=C1)C=1N=NN(C1)CC(=O)N